BrC1=C(N(C2=NC=C(C=C21)F)S(=O)(=O)C2=CC=C(C)C=C2)C2=CC=CC=C2 3-bromo-5-fluoro-2-phenyl-1-tosyl-1H-pyrrolo[2,3-b]pyridine